Trimethoxymethyldimethoxysilane COC(OC)(OC)[SiH](OC)OC